FC(C1(CC1)COC=1C=CC2=C(C(=C(O2)C)C(=O)N[C@H](C(=O)N)CO)C1)F (2S)-2-[(5-{[1-(difluoromethyl)cyclopropyl]methoxy}-2-methyl-1-benzofuran-3-yl)formamido]-3-hydroxypropanamide